Fluoropropanen FC=CC